OC1=C(C(=O)O)C=C(C=C1)NCCC1=CC=C(C=C1)C(F)(F)F 2-hydroxy-5-[2-(4-trifluoromethylphenyl)ethylamino]-benzoic acid